FC(C=1C=CC=2N(C1)C(=CN2)C2=NSC(=N2)N2C[C@H](C([C@H](C2)C)(F)F)CNS(=O)(=O)C)F N-(((3S,5S)-1-(3-(6-(difluoromethyl)imidazo[1,2-a]pyridin-3-yl)-1,2,4-thiadiazol-5-yl)-4,4-difluoro-5-methylpiperidin-3-yl)methyl)methanesulfonamide